N-(6-(2H-1,2,3-triazol-2-yl)-5-(trifluoromethyl)pyridin-3-yl)-4-(isoquinolin-4-yl)-2-methylbenzamide N=1N(N=CC1)C1=C(C=C(C=N1)NC(C1=C(C=C(C=C1)C1=CN=CC2=CC=CC=C12)C)=O)C(F)(F)F